OC=1C(NC=NC1)=O 5-hydroxypyrimidine-4(3H)-one